FC1=NC(=CC(=C1)C=1C=CC=C(C1)O)SC([2H])([2H])[2H] 5-{2-fluoro-6-[(2H3)methylsulfanyl]pyridin-4-yl}phenol